1-(9-fluoro-7-(4-(imidazo[1,2-a]pyridin-3-yl)-2,5-dioxo-2,5-dihydro-1H-pyrrol-3-yl)-1,2,3,4-tetrahydro-[1,4]diazepino[6,7,1-hi]indole-2-carbonyl)piperidine-4-carbaldehyde FC=1C=C2C(=CN3C2=C(C1)CN(CC3)C(=O)N3CCC(CC3)C=O)C=3C(NC(C3C3=CN=C1N3C=CC=C1)=O)=O